CC1=C(N=C(N1)C1=CC(=CC=C1)C)C(=O)O 5-methyl-2-(3-methylphenyl)-imidazole-4-carboxylic acid